2-methyl-4-nitro-1,2,3,5,6,7-hexahydro-s-indacene CC1CC2=CC=3CCCC3C(=C2C1)[N+](=O)[O-]